5-chloro-3-cyclopropyl-N-(2-methoxy-4-(pyridin-2-yl)benzyl)pyrazolo[1,5-a]pyrimidin-7-amine ClC1=NC=2N(C(=C1)NCC1=C(C=C(C=C1)C1=NC=CC=C1)OC)N=CC2C2CC2